2-[6-amino-5-[5-methyl-1-(4-piperidyl)pyrazol-4-yl]pyridazin-3-yl]phenol NC1=C(C=C(N=N1)C1=C(C=CC=C1)O)C=1C=NN(C1C)C1CCNCC1